(±)-4-(((trans)-4-(1-(6-chloro-1H-imidazo[4,5-b]pyridin-2-yl)-3-propyl)cyclohexyl)oxy)quinoline ClC=1C=C2C(=NC1)N=C(N2)CCC[C@@H]2CC[C@H](CC2)OC2=CC=NC1=CC=CC=C21 |r|